BrC1=CC=2C3=C(C=NC2C=C1F)N(CC31C(N(C1)C#N)=O)C 8'-Bromo-7'-fluoro-3'-methyl-2-oxo-2',3'-dihydrospiro[azetidine-3,1'-pyrrolo[2,3-c]quinoline]-1-carbonitrile